tert-butyl 4-methyl-2-[[3-[[3-(5-methyl-1,2,4-oxadiazol-3-yl)benzoyl]amino]azetidine-1-carbonyl]amino]thiazole-5-carboxylate CC=1N=C(SC1C(=O)OC(C)(C)C)NC(=O)N1CC(C1)NC(C1=CC(=CC=C1)C1=NOC(=N1)C)=O